diiodo-benzenedimethanol IC=1C(=C(C(=CC1)CO)CO)I